N[C@@H]1C2=CC=CC=C2CC12CCN(CC2)C=2NC(C1=C(N2)NN=C1C1=CC2(C3=CC=CC=C13)CN(C2)C)=O (S)-6-(1-amino-1,3-dihydrospiro[indene-2,4'-piperidin]-1'-yl)-3-(1-methylspiro[azetidine-3,1'-inden]-3'-yl)-1,5-dihydro-4H-pyrazolo[3,4-d]pyrimidin-4-one